CC(C=C)=CCC(C=C)C 3,6-dimethylocta-1,3,7-triene